FC1=C(C(=O)NC2=NC=C(C=C2)N2N=C(C=C2C(F)(F)F)C=2OC(N(N2)C)=O)C=CC(=C1F)F 2,3,4-Trifluoro-N-(5-(3-(4-methyl-5-oxo-4,5-dihydro-1,3,4-oxadiazol-2-yl)-5-(trifluoromethyl)-1H-pyrazol-1-yl)pyridin-2-yl)benzamide